C(C)C(C(=O)[O-])(CCCC)CC.C(C)C(C(=O)[O-])(CCCC)CC.C(CCC)[Sn+2]CCCC dibutyltin di(ethyl-ethyl hexanoate)